tert-butyl (S)-5-amino-4-(4-fluoro-5-(3-fluoro-4-(hydroxymethyl) pyridin-2-yl)-1-oxoisoindolin-2-yl)-5-oxopentanoate NC([C@H](CCC(=O)OC(C)(C)C)N1C(C2=CC=C(C(=C2C1)F)C1=NC=CC(=C1F)CO)=O)=O